(S)-N-(2-(2-cyano-4,4-difluoropyrrolidin-1-yl)-2-oxoethyl)-6-(3-(4-(3',6'-dihydroxy-3-oxo-3H-spiro[isobenzofuran-1,9'-xanthen]-5-carbonyl)piperazin-1-yl)propoxy)quinoline-4-carboxamide C(#N)[C@H]1N(CC(C1)(F)F)C(CNC(=O)C1=CC=NC2=CC=C(C=C12)OCCCN1CCN(CC1)C(=O)C=1C=C2C(OC3(C4=CC=C(C=C4OC=4C=C(C=CC34)O)O)C2=CC1)=O)=O